tert-butyl (R)-piperidin-3-carbamate N1C[C@@H](CCC1)NC(=O)OC(C)(C)C